COC1=NC=CC=C1C=1CCN(CC1)C(=O)OC(C)(C)C tert-Butyl 2-methoxy-3',6'-dihydro-[3,4'-bipyridine]-1'(2'H)-carboxylate